FC(OC1=CC=C(C(=O)N2CCC(CC2)C2=C3C(=NC=C2)NC(=N3)[C@H]3CN(CCCC3)C(=O)OC(C)(C)C)C=C1)(F)F |r| (rac)-tert-Butyl 3-[7-[1-[4-(trifluoromethoxy)benzoyl]-4-piperidyl]-3H-imidazo[4,5-b]pyridin-2-yl]azepane-1-carboxylate